C1CC(OC1)C(=O)N r-glycidol